N-((1r,3r)-3-(6-((1-(6-(2-((2-(2,6-dioxopiperidin-3-yl)-1,3-dioxoisoindolin-4-yl)oxy)acetamido)hexanoyl)piperidin-4-yl)amino)-9H-purin-9-yl)cyclobutyl)-6-methylpicolinamide O=C1NC(CC[C@H]1N1C(C2=CC=CC(=C2C1=O)OCC(=O)NCCCCCC(=O)N1CCC(CC1)NC1=C2N=CN(C2=NC=N1)C1CC(C1)NC(C1=NC(=CC=C1)C)=O)=O)=O